5-(imidazo[1,2-a]pyridin-6-yl)-4-methoxy-N-(1,4-dioxaspiro[4.5]decan-8-yl)-7H-pyrrolo[2,3-d]pyrimidin-2-amine N=1C=CN2C1C=CC(=C2)C2=CNC=1N=C(N=C(C12)OC)NC1CCC2(OCCO2)CC1